2-DIFLUOROMETHOXY-4-FLUORO-BENZENEBORONIC ACID FC(OC1=C(C=CC(=C1)F)B(O)O)F